tert-butyl((1-(5-bromo-3-(hydroxymethyl) pyrazin-2-yl)-4-methylpiperidin-4-yl) methyl) carbamate C(N)(OC(C1(CCN(CC1)C1=NC=C(N=C1CO)Br)C)C(C)(C)C)=O